FC1CC(N(C1)C(CN1C(CCCC1)=O)=O)C(=O)NC(C1=CC=C(C=C1)C(C)C)C1=CC=CC=C1 4-fluoro-1-[2-(2-oxopiperidin-1-yl)acetyl]-N-{phenyl[4-(propan-2-yl)phenyl]methyl}pyrrolidine-2-carboxamide